N1-(4-amino-1,3-dihydrofuro[3,4-c]pyridin-7-yl)-N2-(1-(6-fluoropyridin-2-yl)ethyl)-N2-((5-(trifluoromethyl)pyridin-2-yl)methyl)oxalamide NC1=NC=C(C2=C1COC2)NC(C(=O)N(CC2=NC=C(C=C2)C(F)(F)F)C(C)C2=NC(=CC=C2)F)=O